[N+](=O)([O-])C=1N=CN(C1)C1=C2C(=NC=C1)C=CS2 7-(4-nitro-1H-imidazol-1-yl)thieno[3,2-b]pyridine